C(C1=CC=CC=C1)OC(=O)N[C@@H]1CN(C[C@H](CC1)F)C(=O)[O-] (3s,6s)-3-(((benzyloxy) carbonyl) amino)-6-fluoroazepan-1-carboxylate